(6-bromo-2-pyridinyl)-cyclopropyl-methanol BrC1=CC=CC(=N1)C(O)C1CC1